1-[4-(4-benzylpiperidine-1-carbonyl)-5,6-dimethyl-pyridine-2-carbonyl]-4-phenyl-piperidine-4-carbonitrile C(C1=CC=CC=C1)C1CCN(CC1)C(=O)C1=CC(=NC(=C1C)C)C(=O)N1CCC(CC1)(C#N)C1=CC=CC=C1